ClC1=C2C(=NC=C1C=1C=C(C=CC1)N1C(CN(CC1)CCCN1CCN(CC1)C=1C=C3CN(C(C3=CC1)=O)C1C(NC(CC1)=O)=O)=O)NC=C2C2CC2 3-(5-(4-(3-(4-(3-(4-chloro-3-cyclopropyl-1H-pyrrolo[2,3-b]pyridin-5-yl)phenyl)-3-oxopiperazin-1-yl)propyl)piperazin-1-yl)-1-oxoisoindolin-2-yl)piperidine-2,6-dione